CC=1OC(=CC1C(=O)NC1=NC(=NS1)CC(C)=O)C1=CC(=CC=C1)S(N)(=O)=O 2-Methyl-N-(3-(2-oxopropyl)-1,2,4-thiadiazol-5-yl)-5-(3-sulfamoylphenyl)furan-3-carboxamide